CC(=O)C1=NC(=CC=C1)C1=NC2=C(N1)C=CC=C2 (6-(1H-benzo[d]imidazol-2-yl)pyridin-2-yl) Methyl ketone